1-((3,4-dimethoxyphenyl)sulfonyl)-6-methoxy-1,2,3,4-tetrahydroquinoxaline COC=1C=C(C=CC1OC)S(=O)(=O)N1CCNC2=CC(=CC=C12)OC